FC1=C(C=CC(=C1)C(F)(F)F)NC=1C(NC=CN1)=O 3-((2-fluoro-4-(trifluoromethyl)phenyl)-amino)pyrazin-2(1H)-one